C1=CC(=CC=2OC3=C(C21)C=CC=C3)C3=NC=CC=C3 2-(dibenzofuran-3-yl)pyridine